ClC1=NC(=CC2=C1CC(C2)C=O)OC 1-chloro-3-methoxy-6,7-dihydro-5H-cyclopenta[c]pyridine-6-carbaldehyde